7-Amino-2,3-dihydro-4-benzofurancarboxylic acid NC=1C=CC(=C2CCOC21)C(=O)O